4-fluoro-6-trifluoromethyl-3-pyridinecarboxylic acid FC1=C(C=NC(=C1)C(F)(F)F)C(=O)O